BrC1=CC2=C(S(C(C(CN2C2CCCC2)CCC(C)(F)F)F)(=O)=O)C=C1OC 7-bromo-5-cyclopentyl-3-(3,3-difluorobutyl)-2-fluoro-8-methoxy-2,3,4,5-tetrahydrobenzo[b][1,4]thiazepine 1,1-dioxide